N-((1S,2R)-2-(3-((2-((3S,4R)-3-fluoro-4-methoxypiperidin-1-yl)pyrimidin-4-yl)amino)-8-(3-((methylsulfonyl)methyl)azetidin-1-yl)isoquinolin-5-yl)cyclopropyl)but-2-ynamide F[C@H]1CN(CC[C@H]1OC)C1=NC=CC(=N1)NC=1N=CC2=C(C=CC(=C2C1)[C@@H]1[C@H](C1)NC(C#CC)=O)N1CC(C1)CS(=O)(=O)C